C1(CC1)C1=NN(C=C1C(=O)NC1=CC(=C(C=C1)C=O)OC(F)F)C(C)C 3-cyclopropyl-N-[3-(difluoromethoxy)-4-formylphenyl]-1-(propan-2-yl)-1H-pyrazole-4-carboxamide